C1(CCC1)N1N=NC=C1CN1N=CC(=C1)NC(=O)[C@H](C(C1CC1)C1CC1)NC(=O)C=1N(N=CC1)C(C)C N-[(1S)-1-[[1-[(3-cyclobutyl-triazol-4-yl)methyl]pyrazol-4-yl]carbamoyl]-2,2-dicyclopropyl-ethyl]-2-isopropyl-pyrazole-3-carboxamide